C(\C=C(/C)\CCC=C(C)C)C(C(C(=O)O)C\C=C(/C)\CCC=C(C)C)C(=O)O.C\C(=C/COC(CCC(=O)OC\C=C(\CCC=C(C)C)/C)=O)\CCC=C(C)C succinic acid bis((2E)-3,7-dimethyloct-2,6-dien-1-yl) ester (digeranyl succinate)